1,4-dioctyloxy-1,4-dioxobutane-2-sulfonic acid C(CCCCCCC)OC(C(CC(=O)OCCCCCCCC)S(=O)(=O)O)=O